3-[(2-methyl-1H-imidazol-1-yl)acetyl]benzonitrile CC=1N(C=CN1)CC(=O)C=1C=C(C#N)C=CC1